FC1=C(C(=CC=C1)F)C1=CC(=CC=C1)NC1=NC=NC2=CC(=C(C=C12)NC(C=C)=O)OCCCN1CC(N(CC1)C)=O N-(4-((2',6'-difluoro-[1,1'-biphenyl]-3-yl)amino)-7-(3-(4-methyl-3-oxopiperazin-1-yl)propoxy)quinazolin-6-yl)acrylamide